ClC1=C2C(=NC(=N1)Cl)N(N=C2)C2=C(C=C(C=C2OC)F)F 4,6-dichloro-1-(2,4-difluoro-6-methoxy-phenyl)pyrazolo[3,4-d]pyrimidine